BrC1=C(C=CC=C1O)O 2-bromobenzene-1,3-diol